ClC1=C(C=C(OCC(=O)NC23CC(C2)(C3)C=3OC(=NN3)C3C(C3)C)C=C1)F 2-(4-Chloro-3-fluoro-phenoxy)-N-[1-[5-[2-methylcyclopropyl]-1,3,4-oxadiazol-2-yl]-3-bicyclo[1.1.1]pentanyl]acetamide